N-(2,2,6-trifluoro-1,3-benzodioxol-5-yl)-1H-pyrrolo[3,2-h]quinoline-3-sulfonamide FC1(OC2=C(O1)C=C(C(=C2)NS(=O)(=O)C2=CNC1=C2C=CC=2C=CC=NC12)F)F